(4-(2-ethyl-4,6-dimethyl-1H-imidazo[4,5-c]pyridin-1-yl)-phenyl)-ethylamine C(C)C=1N(C2=C(C(=NC(=C2)C)C)N1)C1=CC=C(C=C1)NCC